N-(5-Bromo-2-(3-(dimethylamino)propoxy)pyridin-3-yl)piperidine-1-sulfonamide BrC=1C=C(C(=NC1)OCCCN(C)C)NS(=O)(=O)N1CCCCC1